C1(CC1)N1C(=NC2=C1C=C(C(=C2)N)F)C2=CC=C(C=C2)F 1-cyclopropyl-6-fluoro-2-(4-fluorophenyl)-5-aminobenzimidazole